NCCCNCC=1C=C(C(=O)NC2=CC=C(C=C2)S(=O)(=O)N2CCN(CC2)C2=NC(=CC(=C2)C#N)Cl)C=CC1 3-[(3-Aminopropylamino)methyl]-N-[4-[4-(6-chloro-4-cyano-2-pyridyl)piperazin-1-yl]sulfonylphenyl]benzamide